Benzyl 3-((6-(3-methyl-1H-pyrazol-4-yl)-5-morpholino-[1,2,4]triazolo[1,5-a]pyridin-2-yl)amino)piperidine-1-carboxylate CC1=NNC=C1C=1C=CC=2N(C1N1CCOCC1)N=C(N2)NC2CN(CCC2)C(=O)OCC2=CC=CC=C2